C1(=CC=CC=C1)NC(C1=CC=C(C=C1)Cl)=O N-phenyl-(4-chloro)benzamide